(R)-1-((R)-4-benzyl-2-oxooxazolidin-3-yl)-2-(cyclopentyloxy)-3-(3-methoxy-4-methylphenyl)propane-1,3-dione C(C1=CC=CC=C1)[C@H]1N(C(OC1)=O)C([C@@H](C(=O)C1=CC(=C(C=C1)C)OC)OC1CCCC1)=O